7-bromo-N-[3-[tert-butyl(dimethyl)silyl]oxy-3-methyl-cyclobutyl]-2-chloro-8-fluoro-N-methyl-6-(trifluoromethyl)quinazolin-4-amine BrC1=C(C=C2C(=NC(=NC2=C1F)Cl)N(C)C1CC(C1)(C)O[Si](C)(C)C(C)(C)C)C(F)(F)F